C(#N)C1(CC1)NS(=O)(=O)C1=CC=C2C3=C(N(C2=C1)C=1SC(=NN1)C(F)F)N=CN=C3N(CCN3CCOCC3)C N-(1-Cyanocyclopropyl)-9-(5-(difluoromethyl)-1,3,4-thiadiazol-2-yl)-4-(methyl-(2-morpholinoethyl)amino)-9H-pyrimido[4,5-b]indole-7-sulfonamide